C(C)(C)(C)S(=O)(=O)NC(=O)C=1N=NC(=CC1)N1CCN(CC1)C(C1=CC(=CC(=C1)C(F)(F)F)N1N=CC(=C1)C=1C=NC=C(C1)O)=O N-tert-Butylsulfonyl-6-[4-[3-[4-(5-hydroxypyridin-3-yl)pyrazol-1-yl]-5-(trifluoromethyl)benzoyl]piperazin-1-yl]pyridazine-3-carboxamide